methyl (2S)-3-cyclopropyl-2-(methylamino)butanoate C1(CC1)C([C@@H](C(=O)OC)NC)C